O1CCN(CC1)C1=C(C=CC(=C1)C(F)(F)F)C(C)O 1-(2-morpholino-4-(trifluoromethyl)phenyl)ethan-1-ol